(S)-5-chloro-4-(2,3-difluorophenyl)-N-(8-fluoro-5-(methyl-d3)-4-oxo-2,3,4,5-tetrahydropyrido[3,2-b][1,4]oxazepin-3-yl)pyrimidine-2-carboxamide ClC=1C(=NC(=NC1)C(=O)N[C@@H]1C(N(C2=C(OC1)C=C(C=N2)F)C([2H])([2H])[2H])=O)C2=C(C(=CC=C2)F)F